N-Phenanthrenylfluorenylamine C1(=CC=CC=2C3=CC=CC=C3C=CC12)NC1=CC=CC=2C3=CC=CC=C3CC12